C(C)(C)C1=C(C(=CC=C1)C(C)C)N1C(N(CC1)C1=C(C=CC=C1C(C)C)C(C)C)=[Ag]C(F)F (1,3-bis(2,6-diisopropylphenyl)imidazolidin-2-ylidene)(difluoromethyl)silver